4,6-dichloro-1-methyl-2-(1-methyl-1,2,3,6-tetrahydropyridin-4-yl)-1H-imidazo[4,5-c]pyridine ClC1=NC(=CC2=C1N=C(N2C)C=2CCN(CC2)C)Cl